OC(COC)(C)C1=CC=C2CNC(C2=C1)=O 6-(2-hydroxy-1-methoxypropan-2-yl)-2,3-dihydro-1H-isoindol-1-one